((3-hydroxy-5-(hydroxymethyl)-2-methylpyridin-4-yl)methyl)acetamide OC=1C(=NC=C(C1CCC(=O)N)CO)C